(2'S)-2-chloro-2'-methyl-spiro[6,7-dihydrothieno[3,2-c]pyran-4,4'-piperidine]-1'-carboxylic acid tert-butyl ester C(C)(C)(C)OC(=O)N1[C@H](CC2(CC1)OCCC1=C2C=C(S1)Cl)C